O=C1NC(CCC1C1=NN(C2=CC(=CC=C12)N1CC(NCC1)(C)C)C)=O 4-[3-(2,6-dioxo-3-piperidyl)-1-methyl-indazol-6-yl]-2,2-dimethyl-piperazin